FC1(CCN(CC1)C=1N=C2N(C(C1C)=O)C=C(C=C2C(C#C)NC2=C(C(=O)O)C=CC=C2)C)F 2-((1-(2-(4,4-difluoropiperidin-1-yl)-3,7-dimethyl-4-oxo-4H-pyrido[1,2-a]pyrimidin-9-yl)prop-2-yn-1-yl)amino)benzoic acid